(4-(9,9-dimethyl-9H-fluoren-2-yl)-6-(naphthalen-2-yl)-1,3,5-triazin-2-yl)boronic acid CC1(C2=CC=CC=C2C=2C=CC(=CC12)C1=NC(=NC(=N1)C1=CC2=CC=CC=C2C=C1)B(O)O)C